[bicyclo[1.1.1]pentane-1-carbonyl]-6-oxo-1H-pyridazine-3-carbohydrazide C12(CC(C1)C2)C(=O)N2N=C(C=CC2=O)C(=O)NN